COC=1C=C(OCC(=O)N[C@@H]2CN[C@H](CC2)C=2OC(=NN2)OCCOC(F)(F)F)C=CC1C(F)(F)F 2-[3-methoxy-4-(trifluoromethyl)phenoxy]-N-[(3s,6r)-6-{5-[2-(trifluoromethoxy)ethoxy]-1,3,4-oxadiazol-2-yl}piperidin-3-yl]acetamide